NC1CCC(CC1)NC1=NC(=NC=C1C(F)(F)F)NC1=CC=C(C=C1)N1CCOCC1 N4-(4-aminocyclohexyl)-N2-(4-morpholinophenyl)-5-(trifluoromethyl)pyrimidine-2,4-diamine